CC1N(CC(NC1C=1C=NNC1)C)C1=NC(=NC(=C1)C)C1=CN=C2N1C=C(N=C2)C(F)(F)F 3-(4-(2,5-dimethyl-3-(1H-pyrazol-4-yl)piperazin-1-yl)-6-methylpyrimidin-2-yl)-6-(trifluoromethyl)imidazo[1,2-a]pyrazine